C(C)C1=C(C=CC(=C1)C(=O)N1CCN(CC1)C)NC1=NC=C(C(=N1)NCCCN1C(OCCC1)=O)C(F)(F)F 3-(3-((2-((2-ethyl-4-(4-methylpiperazine-1-carbonyl)phenyl)amino)-5-(trifluoromethyl)pyrimidin-4-yl)amino)propyl)-1,3-oxazinan-2-one